C(C1=CC=C(C(=O)[O-])C=C1)(=O)OCC(C)C 2-methylpropyl terephthalate